3-methyl-N-((1r,4r)-4-morpholinocyclohexyl)-1-phenyl-1H-thieno[2,3-c]pyrazole-5-carboxamide CC=1C2=C(N(N1)C1=CC=CC=C1)SC(=C2)C(=O)NC2CCC(CC2)N2CCOCC2